C(CCCCC)C1=CC(=C(C=C1)NC(OC1=CC=CC=C1)=O)C phenyl (4-hexyl-2-methylphenyl)carbamate